2-(cyclohexylmethylene)naphthalene C1(CCCCC1)C=C1CC2=CC=CC=C2C=C1